3-[3-methyl-2-oxo-4-[3-(4-piperidyloxy)propyl]benzimidazol-1-yl]piperidine CN1C(N(C2=C1C(=CC=C2)CCCOC2CCNCC2)C2CNCCC2)=O